CN1N=C(C(=C(C1=O)C(F)(F)F)C)CN1C[C@@H](OCC1)C(=O)N1CCN(CC1)C1=NC=C(C=N1)C(F)(F)F (R)-2,5-dimethyl-4-(trifluoromethyl)-6-((2-(4-(5-(trifluoromethyl)pyrimidin-2-yl)piperazine-1-carbonyl)morpholino)methyl)pyridazin-3(2H)-one